6-(2-fluorophenyl)-2-methyl-5,6-dihydro-7H-spiro[pyrido[4,3-d]pyrimidine-8,3'-pyrrolidin]-7-one FC1=C(C=CC=C1)N1CC2=C(N=C(N=C2)C)C2(CNCC2)C1=O